2-(6-amino-5-(4-(pyrrolidin-2-yl)phenyl)pyridazin-3-yl)phenol NC1=C(C=C(N=N1)C1=C(C=CC=C1)O)C1=CC=C(C=C1)C1NCCC1